NC1=C(C=NN1C1=CC2=C(NC(=N2)C2(CC2)F)C=C1)C(=O)C=1NC2=CC=CC=C2C1 (5-amino-1-(2-(1-fluorocyclopropyl)-1H-benzo[d]imidazol-5-yl)-1H-pyrazol-4-yl)(1H-indol-2-yl)methanone